2-(hydroxy(4-hydroxyphenyl)(phenyl)methyl)phenol OC(C1=C(C=CC=C1)O)(C1=CC=CC=C1)C1=CC=C(C=C1)O